3-(3,4,5-trimethoxyphenyl)prop-2-en-1-one COC=1C=C(C=C(C1OC)OC)C=CC=O